ClC1=CC=C(C=C1)[C@@H]([C@@H]1[C@H]([C@H]([C@@H](C1)N1C=2NC=N/C(/C2N=C1)=N/N)O)O)O (1S,2R,3R,5R)-3-((R)-(4-chlorophenyl)(hydroxy)methyl)-5-((E)-6-hydrazineylidene-3,6-dihydro-9H-purin-9-yl)cyclopentane-1,2-diol